FC(C=1C=NC=CC1N1CC2(C1)CN(CCC2)C(=O)OC(C)(C)C)(F)F tert-butyl 2-[3-(trifluoromethyl)pyridin-4-yl]-2,6-diazaspiro[3.5]nonane-6-carboxylate